C(CC)(=O)ON([C@@]1(CCCC2CC=CC=C12)CC(=O)OCC)CC ethyl-[[(1S)-1-(2-ethoxy-2-oxo-ethyl) tetrahydronaphthalen-1-yl] amino] propionate